7-(2-Amino-[1,2,4]triazolo[1,5-a]pyridin-7-yl)-4-(2-fluoro-5-(trifluoromethoxy)benzyl)-3,4-Dihydrobenzo[f][1,4]oxazepine-5(2H)-one NC1=NN2C(C=C(C=C2)C=2C=CC3=C(C(N(CCO3)CC3=C(C=CC(=C3)OC(F)(F)F)F)=O)C2)=N1